FC1(OC=2C=3N=C4C(=CC=CN4C(C3C=CC2O1)=O)C(=O)NCCN1CCCC1)F 13,13-difluoro-2-oxo-N-(2-pyrrolidin-1-ylethyl)-12,14-dioxa-3,9-diazatetracyclo[8.7.0.03,8.011,15]heptadeca-1(10),4,6,8,11(15),16-hexaene-7-carboxamide